BrC1=NC=CC(=C1)C=1C=NN(C1)C 2-bromo-4-(1-methyl-1H-pyrazol-4-yl)pyridine